C(C)(=O)NC1=CC(=C(C=N1)C1=NN2C(CN(CC2)C(=O)OC(C)(C)C)=C1)NC1=NC(=NC(=C1)C)C(C)(F)F tert-butyl 2-(6-acetamido-4-((2-(1,1-difluoroethyl)-6-methylpyrimidin-4-yl)amino)pyridin-3-yl)-6,7-dihydropyrazolo[1,5-a]pyrazine-5(4H)-carboxylate